ClC1=CC(=CC2=C1SC(=C2CCNC2=CC=NC=N2)C)F 6-[2-(7-Chloro-5-fluoro-2-methyl-benzo[b]thiophen-3-yl)-ethylamino]-pyrimidin